N-[(1S)-1-[[(1S)-1-(1H-benzimidazol-2-yl)ethyl]carbamoyl]-3-oxo-3-[(2S)-2-phenylpyrrolidin-1-yl]propyl]-5-methyl-isoxazole-3-carboxamide N1C(=NC2=C1C=CC=C2)[C@H](C)NC(=O)[C@H](CC(N2[C@@H](CCC2)C2=CC=CC=C2)=O)NC(=O)C2=NOC(=C2)C